3-acetyl-4-(piperidin-1-yl)-1,2-dihydroquinolin-2-one C(C)(=O)C=1C(NC2=CC=CC=C2C1N1CCCCC1)=O